NC1CCC(CC1)C1=CC=C2C=NC(=NC2=C1)NC1=C(C=C2CCN(CC2=C1)C)OC 7-((1r,4r)-4-aminocyclohexyl)-N-(6-methoxy-2-methyl-1,2,3,4-tetrahydroisoquinolin-7-yl)quinazolin-2-amine